N1(C=NC=C1)C1=CC(=NC=C1)C(=O)NC1CCC(CC1)OC 4-(1H-imidazol-1-yl)-N-((1r,4r)-4-methoxycyclohexyl)pyridinecarboxamide